2-bromo-4-(1,2,2,2-tetrafluoro-1-(4-methyl-4H-1,2,4-triazol-3-yl)ethyl)pyridine BrC1=NC=CC(=C1)C(C(F)(F)F)(C1=NN=CN1C)F